isobutyric acid 5-(2-{[3-(4-chlorophenyl)adamantane-1-carbonyl]amino}ethyl)-2-hydroxyphenyl ester ClC1=CC=C(C=C1)C12CC3(CC(CC(C1)C3)C2)C(=O)NCCC=2C=CC(=C(C2)OC(C(C)C)=O)O